COC1=NC=NC(=C1C(=O)NC=1SC2=C(N1)C=1C=CC(=CC1OC21CCS(CC1)=O)C(F)(F)F)OC 4,6-dimethoxy-N-(1'-oxido-7-(trifluoromethyl)-2',3',5',6'-tetrahydrospiro[chromeno[4,3-d]thiazole-4,4'-thiopyran]-2-yl)pyrimidine-5-carboxamide